N,N'-bis[4-[5-(1,1-dimethylpropyl)-2-benzoxazolyl]phenyl]-N''-(2-ethylhexyl)-1,3,5-triazine-2,4,6-triamine CC(CC)(C)C=1C=CC2=C(N=C(O2)C2=CC=C(C=C2)NC2=NC(=NC(=N2)NC2=CC=C(C=C2)C=2OC3=C(N2)C=C(C=C3)C(CC)(C)C)NCC(CCCC)CC)C1